6-[1-(2-Fluoro-6-methyl-phenyl)-piperidin-4-yl]-4-(2-trifluoromethyl-benzyl)-2,4,6,7-tetrahydro-pyrazolo[4,3-d]pyrimidin-5-on FC1=C(C(=CC=C1)C)N1CCC(CC1)N1C(N(C=2C(C1)=NNC2)CC2=C(C=CC=C2)C(F)(F)F)=O